C(C)(C)(C)N1C[C@@H](CCC1)NC1=C2C(=C(N=N1)Cl)C=NC=C2 tert-Butyl-(R)-3-((4-chloropyrido[3,4-d]pyridazin-1-yl)amino)piperidine